C(C)(C)(C)OC(=O)N1C(CNCC1)C(=O)C1OC2=CC=C(C=C2CC1)[N+](=O)[O-] (6-Nitrochroman-2-carbonyl)piperazine-1-carboxylic acid tert-butyl ester